(1R,2S,5S)-3-((R)-2-hydroxy-4-methylpentanoyl)-6,6-dimethyl-N-((S)-3-oxo-1-((S)-2-oxopyrrolidin-3-yl)-4-(trifluoromethoxy)butan-2-yl)-3-azabicyclo-[3.1.0]hexane-2-carboxamide O[C@@H](C(=O)N1[C@@H]([C@H]2C([C@H]2C1)(C)C)C(=O)N[C@@H](C[C@H]1C(NCC1)=O)C(COC(F)(F)F)=O)CC(C)C